N-(4-(pyridin-2-yloxy)phenyl)quinazolin-4-amine N1=C(C=CC=C1)OC1=CC=C(C=C1)NC1=NC=NC2=CC=CC=C12